3-chloro-5-(2-chloro-3-fluorophenyl)-7-methyl-4H-benzo[e][1,2,4]thiadiazine 1,1-dioxide ClC1=NS(C2=C(N1)C(=CC(=C2)C)C2=C(C(=CC=C2)F)Cl)(=O)=O